C(C)(C)(C)OC(=O)N1CCC(C2=CC=CC=C12)OC(=O)N[C@H](C(=O)N[C@H](C(C(=O)O)=O)C[C@H]1C(NCC1)=O)CC(C)C (3S)-3-((2S)-2-((((1-(tert-butoxycarbonyl)-1,2,3,4-tetrahydroquinolin-4-yl)oxy)carbonyl)amino)-4-methylpentanamido)-2-oxo-4-((S)-2-oxopyrrolidin-3-yl)butanoic acid